Cl.Cl.N[C@H](C(=O)OCC1=CC(=NC(=C1)Cl)Cl)CCC=1C=C2C=CC=NC2=CC1 (2,6-Dichloropyridin-4-yl)methyl (S)-2-amino-4-(quinolin-6-yl)butanoate dihydrochloride